C(C)OC1=C(C=C(C=C1)S(=O)(=O)C1C(N(C(C1)=O)C1=CC(=C(C#N)C=C1)C(F)(F)F)CC)C=1NC(C2=C(N1)C(=NN2C)CCC)=O 4-(3-((4-ethoxy-3-(1-methyl-7-oxo-3-propyl-6,7-dihydro-1H-pyrazolo[4,3-d]pyrimidin-5-yl)phenyl)sulfonyl)-2-ethyl-5-oxopyrrolidin-1-yl)-2-(trifluoromethyl)benzonitrile